4,6-dichloro-2-(5-methyl-1H-pyrrol-2-yl)pyrimidine ClC1=NC(=NC(=C1)Cl)C=1NC(=CC1)C